methyl (E)-1-acetyl-3-(ethoxy(phenyl)methylene)-2-oxoindoline-6-carboxylate C(C)(=O)N1C(/C(/C2=CC=C(C=C12)C(=O)OC)=C(\C1=CC=CC=C1)/OCC)=O